ClC1=C(C=C2C(=NN=C(C2=C1)N1CCN(CC1)C(C=C)=O)C1=C(C=CC=C1)C)C1=C(C=CC=C1O)F 1-(4-(7-Chloro-6-(2-fluoro-6-hydroxyphenyl)-4-(o-tolyl)phthalazin-1-yl)piperazin-1-yl)prop-2-en-1-one